5-ethyl-sulfanyl-2H-tetrazole C(C)C=1N=NN(N1)S